C(C1=CC=CC=C1)OC(=O)C1C(N(C2=C(C=C1C)C=CC=C2)CC2=CC=CC=C2)N2N=C(C=C2)O 1-benzyl-(3-hydroxy-1H-pyrazolyl)-4-methyl-2,3-dihydro-1H-benzazepine-3-Carboxylic acid benzyl ester